ClC=1C=C(C=NC1N1N=CC=N1)NC(=O)C=1C=NN(C1C(F)(F)F)C1=NC(=CC=C1)C=1OCCOC1 N-(5-chloro-6-(2H-1,2,3-triazol-2-yl)pyridin-3-yl)-1-(6-(5,6-dihydro-1,4-dioxin-2-yl)pyridin-2-yl)-5-(trifluoromethyl)-1H-pyrazole-4-carboxamide